cyanomethyl (S)-2-((tert-butoxycarbonyl)amino)-3-(4-(2-(5-cyanothiophene-2-carboxamido)acetamido)phenyl)propanoate C(C)(C)(C)OC(=O)N[C@H](C(=O)OCC#N)CC1=CC=C(C=C1)NC(CNC(=O)C=1SC(=CC1)C#N)=O